rac-(1S*,2S*)-2-(5-chloro-2-cyanophenyl)-N-(6-(6-cyclopropylimidazo[1,2-a]pyridine-2-carbonyl)pyrimidin-4-yl)cyclopropane-1-carboxamide ClC=1C=CC(=C(C1)[C@@H]1[C@H](C1)C(=O)NC1=NC=NC(=C1)C(=O)C=1N=C2N(C=C(C=C2)C2CC2)C1)C#N |r|